N1C=CC2=CC=C(C=C12)NC(=O)NC=1C=CC2=C(SCCN2C2=CC=CC=C2)C1 1-(1H-indol-6-yl)-3-(4-phenyl-3,4-dihydro-2H-benzo[b][1,4]thiazin-7-yl)urea